[Fe].[Co].[Cu].[Al] aluminum copper cobalt iron